CC=1N=NN(C1COC=1C=C2CCNCC2=CN1)C=1C=NC(=CC1)C 6-{[4-Methyl-1-(6-methylpyridin-3-yl)-1H-1,2,3-triazol-5-yl]methoxy}-1,2,3,4-tetrahydro-2,7-naphthyridine